[[4-Benzyloxy-6-[3-[(3S)-5,5-dimethylpyrrolidin-3-yl]propylamino]-2-pyridyl]sulfonyl]-2-chloro-6-[3-[3-[1-(trifluoromethyl)cyclopropyl]propoxy]pyrazol-1-yl]pyridine-3-carboxamide C(C1=CC=CC=C1)OC1=CC(=NC(=C1)NCCC[C@@H]1CNC(C1)(C)C)S(=O)(=O)C1=C(C(=NC(=C1)N1N=C(C=C1)OCCCC1(CC1)C(F)(F)F)Cl)C(=O)N